tert-butyl-dimethyl-[(5-methyl-2-furyl)methoxy]silane C(C)(C)(C)[Si](OCC=1OC(=CC1)C)(C)C